NC1=CC=CC(=N1)S(=O)(=O)NC(=O)C=1C(=NC=C(C1)C1=CCC(CC1)OC)N1C(CC(C1)C)(C)C N-[(6-Amino-2-pyridyl)sulfonyl]-5-(4-methoxycyclohexen-1-yl)-2-(2,2,4-trimethylpyrrolidin-1-yl)pyridin-3-carboxamid